1-((6-chloropyridin-3-yl)methyl)-3-(1,3-dithiolan-2-yl)-4-oxo-4H-pyrido[1,2-a]pyrimidinium ClC1=CC=C(C=N1)C[N+]1=C2N(C(C(=C1)C1SCCS1)=O)C=CC=C2